ClC=1C(=CC(=NC1)OC)[C@H](C(=O)N1CC2(CC2)[C@@H](C1)NC1=NC(=C(C=C1)C1=NC=CC(=N1)C(F)F)C)C (R)-2-(5-chloro-2-methoxypyridin-4-yl)-1-((S)-7-((5-(4-(difluoromethyl)pyrimidin-2-yl)-6-methylpyridin-2-yl)amino)-5-azaspiro[2.4]hept-5-yl)propan-1-one